C(C)(C)(C)OC(=O)N1C(=C[C@H](C1)O)C(=O)O (2S,4R)-4-hydroxy-1,2-pyrrolinedicarboxylic acid-1-tert-butyl ester